2,3-diamino-6-hydroxypyrimidine NC1N=C(C=CN1N)O